N-methylpyridine-2-carboxamide-Hydrat O.CNC(=O)C1=NC=CC=C1